C(C)(C)(C)OC(=O)N1C[C@@H](N[C@@H](C1)C=1C(=C2C(OC(C2=CC1)=O)[2H])C)C (3S,5R)-3-methyl-5-(4-methyl-1-oxo-1,3-dihydroisobenzofuran-5-yl-3-d)piperazine-1-carboxylic acid tert-butyl ester